(2-(5-fluoropyrimidin-2-yl)phenyl)((1S,4R,6R)-6-((5-(trifluoromethyl)pyrazin-2-yl)oxy)-2-azabicyclo[2.2.2]octan-2-yl)methanone FC=1C=NC(=NC1)C1=C(C=CC=C1)C(=O)N1[C@@H]2[C@@H](C[C@H](C1)CC2)OC2=NC=C(N=C2)C(F)(F)F